N'-acetyl-4-amino-N-(4-chloro-2-cyanobenzyl)-N',3-dimethylimidazo[1,5-a]quinoxaline-8-carbohydrazide C(C)(=O)N(N(C(=O)C1=CC=C2N=C(C=3N(C2=C1)C=NC3C)N)CC3=C(C=C(C=C3)Cl)C#N)C